2-(diethylamino)ethan-1-ol C(C)N(CCO)CC